(S*)-(1-fluoro-10,11-dihydrodibenzo[b,f]oxepin-10-yl)methanamine FC1=CC=CC=2OC3=C([C@H](CC21)CN)C=CC=C3 |o1:9|